COC1=C(CNC2=NC(=NC=C2C(=O)N)NC=2C=NN(C2)C)C(=CC=C1)OC 4-[(2,6-dimethoxybenzyl)amino]-2-[(1-methyl-1H-pyrazol-4-yl)amino]pyrimidin-5-carboxamide